[3-(tert-Butyl-diphenyl-silanyloxymethyl)-phenyl]-[6-(2,3-dihydro-benzo[1,4]dioxin-5-yl)-2-methoxy-pyridin-3-yl]amine C(C)(C)(C)[SiH2]OC(C=1C=C(C=CC1)NC=1C(=NC(=CC1)C1=CC=CC=2OCCOC21)OC)(C2=CC=CC=C2)C2=CC=CC=C2